BrC1=CN=C2C(=N1)N(C(=C2C=O)C(C)(C)C)C 3-bromo-6-tert-butyl-5-methyl-pyrrolo[2,3-b]pyrazine-7-carbaldehyde